2-(2,3-epoxycyclohexyl)ethyltrimethoxysilane C1(C2C(CCC1)O2)CC[Si](OC)(OC)OC